NC1=C2N=C(N(C2=NC=N1)CCCNS(=O)(=O)C)SC1=CC2=C(CCO2)C=C1I N-{3-[6-Amino-8-(5-iodo-2,3-dihydro-benzofuran-6-ylsulfanyl)-purin-9-yl]-propyl}-methanesulfonamide